[N+](=O)([O-])C1=CC=C(CC=2OCCN2)C=C1 2-(4-nitrobenzyl)-4,5-dihydrooxazole